OC1(CC(C1)N1N=C(C2=CC(=CC(=C12)C(F)(F)F)B1OC(C(O1)(C)C)(C)C)C#N)C 1-[(cis)-3-hydroxy-3-methylcyclobutyl]-5-(4,4,5,5-tetramethyl-1,3,2-dioxaborolan-2-yl)-7-(trifluoromethyl)-1H-indazole-3-carbonitrile